BrC(CC(CC(CC(CCCC1(CCC1)OC1(CCC1)CCCC(CC(CC(CC(C)Br)C)C)C)C)C)C)C 10-bromo-4,6,8-trimethylundecylethanoethyl ether